trans-1-((3-((Cyclopropylmethyl)amino)-5-(4-hydroxycyclohexyl)-6-oxo-5,6-dihydropyrimido[4,5-c]isoquinolin-8-yl)methyl)piperidine-4-carboxamide C1(CC1)CNC=1N=CC2=C(N(C(C=3C=C(C=CC23)CN2CCC(CC2)C(=O)N)=O)[C@@H]2CC[C@H](CC2)O)N1